N[C@@H]1[C@@H](OCC12CCN(CC2)C2=NC1=C(C=3N2C=CN3)C(=NN1)C#CC=1C(=C(C=CC1)CC(=O)N)F)C (3-((5-((3S,4S)-4-amino-3-methyl-2-oxa-8-azaspiro[4.5]decan-8-yl)-7H-imidazo[1,2-c]pyrazolo[4,3-e]pyrimidin-9-yl)ethynyl)-2-fluorophenyl)acetamide